C(C(O)CC#N)#N Malonitril